BrC1=C(C(=O)C2=CC=C(OCC(=O)NC=3C=NC=CC3)C=C2)C=CC=C1 2-(4-(2-Bromobenzoyl)phenoxy)-N-(pyridin-3-yl)acetamide